O1CCN(CC1)C(C(=O)C1=CC=C(C=C1)SCCO)(C)C 2-morpholino-4'-(2-hydroxyethylthio)-2-methyl-propiophenone